4-[1-[1-(Difluoromethyl)pyrazol-3-yl]cyclopropyl]-6-(1-tetrahydropyran-2-ylindazol-6-yl)-1,3,5-triazine-2,4-diamine FC(N1N=C(C=C1)C1(CC1)C1(NC(=NC(=N1)C1=CC=C2C=NN(C2=C1)C1OCCCC1)N)N)F